C(CCCCCCCCCCCCCCCCCCCCC)OC[C@@H](OCCCCCCCCCCCCCCCCCCCCCC)COP(=O)(O)OCC[N+](C)(C)C 1,2-bis(behenyl)-sn-glycero-3-phosphorylcholine